4-[3-[(4-methoxy-phenyl)methyl]-2,4-dioxohexahydropyrimidin-1-yl]benzaldehyde COC1=CC=C(C=C1)CN1C(N(CCC1=O)C1=CC=C(C=O)C=C1)=O